[13C3]lactate [13C]([13CH](O)[13CH3])(=O)[O-]